5-phenyl-4,5-dihydro-isoxazole-3-carboxylic acid propyl ester C(CC)OC(=O)C1=NOC(C1)C1=CC=CC=C1